trans-tert-butyl 4-((2,2-dimethyl-3-((3-(trifluoromethyl)-2-pyridyl)oxy)propanoyl)amino)-3-phenyl-piperidine-1-carboxylate CC(C(=O)N[C@H]1[C@@H](CN(CC1)C(=O)OC(C)(C)C)C1=CC=CC=C1)(COC1=NC=CC=C1C(F)(F)F)C